4-((4-(imidazo[1,2-a]pyridin-3-yl)thiazol-2-yl)amino)phenol N=1C=C(N2C1C=CC=C2)C=2N=C(SC2)NC2=CC=C(C=C2)O